NC1=CC(=C2C(N(CCCCC[C@@](C3=NN=C(C1=N2)O3)(C(F)(F)F)O)CC3=CC2=CC=CC=C2C=C3)=O)C(F)(F)F (6R)-17-Amino-6-hydroxy-12-(2-naphthylmethyl)-6,15-bis(trifluoromethyl)-19-oxa-3,4,12,18-tetrazatricyclo[12.3.1.12,5]nonadeca-1(18),2,4,14,16-pentaen-13-one